1-(2-fluoro-6-methyl-benzoyl)-2-[4-(tetrahydropyran-4-ylamino)phenyl]-2,3,4,4a,5,6,7,7a-octahydrocyclopenta[b]pyridine-3-carboxylic acid FC1=C(C(=O)N2C3C(CC(C2C2=CC=C(C=C2)NC2CCOCC2)C(=O)O)CCC3)C(=CC=C1)C